BrCC1=CC(=C(O1)C)C(=O)O 5-(bromomethyl)-2-methylfuran-3-carboxylic acid